BrC=1C=CC(=NC1)C1(CCC1)O 1-(5-bromopyridin-2-yl)cyclobutanol